(4-{[3-(4-bromo-phenylcarbamoyl)-bicyclo[1.1.1]pentane-1-carbonyl]-amino}-benzyl)-carbamic acid tert-butyl ester C(C)(C)(C)OC(NCC1=CC=C(C=C1)NC(=O)C12CC(C1)(C2)C(NC2=CC=C(C=C2)Br)=O)=O